N1N=CC(=C1)C1=CC=C(C=C1)C=1C=NNC1 4-[4-(1H-pyrazol-4-yl)phenyl]-1H-pyrazole